(R)-2-(5-((4-((1-(2-Fluoro-3-methyl-5-nitrophenyl)ethyl)amino)-2-methylquinazolin-6-yl)(methyl)amino)-2-methoxyphenyl)-N,N-Dimethylacetamide FC1=C(C=C(C=C1C)[N+](=O)[O-])[C@@H](C)NC1=NC(=NC2=CC=C(C=C12)N(C=1C=CC(=C(C1)CC(=O)N(C)C)OC)C)C